ClC=1C=C(C2=C(C(CO2)O)C1)S(=O)(=O)NC1=C(C(=C(C=C1)F)C=1C=C2C=NC(=NC2=C(C1)F)NC1CCN(CC1)CCOC)F 5-chloro-N-(2,4-difluoro-3-(8-fluoro-2-((1-(2-methoxyethyl)piperidin-4-yl)amino)quinazolin-6-yl)phenyl)-3-hydroxy-2,3-dihydrobenzofuran-7-sulfonamide